ClC1=C2C[C@@H]([C@H](C2=CC(=C1)Cl)OC1=C(C=CC=C1)C)N1CCN(CC1)C(N(C)C)=O 4-[[(1S,2S)-4,6-dichloro-2-[4-(dimethylcarbamoyl)piperazin-1-yl]-2,3-dihydro-1H-inden-1-yl]oxy]-3-methylbenzene